CC([O-])C.C(CC)[Al+]CCC dipropyl-aluminum isopropoxide